N-[(2S)-1-{4-[4-(2-methyl-1,3-oxazol-4-yl)benzenesulfonyl]piperazin-1-yl}propan-2-yl]-8-(trifluoromethyl)quinazolin-4-amine CC=1OC=C(N1)C1=CC=C(C=C1)S(=O)(=O)N1CCN(CC1)C[C@H](C)NC1=NC=NC2=C(C=CC=C12)C(F)(F)F